CC(C[Na])C 2-methylpropyl-sodium